(1R,3aR,7aS)-5-(4,6-Dimethylpyrimidin-2-yl)-1-methyloctahydro-1H-pyrrolo[3,4-c]pyridine CC1=NC(=NC(=C1)C)N1C[C@@H]2[C@H](CC1)[C@H](NC2)C